(S)-2-(4,5-dichloro-6-oxopyridazin-1(6H)-yl)-N-(4-ethyl-3-(N-(2-(pyridin-2-yl)ethyl)sulfamoyl)phenyl)propanamide ClC=1C=NN(C(C1Cl)=O)[C@H](C(=O)NC1=CC(=C(C=C1)CC)S(NCCC1=NC=CC=C1)(=O)=O)C